5,6-dihydro-4H-pyrrolo[3,4-d]thiazol-2-amine hydrochloride Cl.S1C(=NC2=C1CNC2)N